O=C1NC(CCC1N1C(C2=CC=C(C=C2C1=O)OCC=1N=NN(C1)CCOCCOCCNC(OC(C)(C)C)=O)=O)=O Tert-butyl N-[2-[2-[2-[4-[[2-(2,6-dioxo-3-piperidyl)-1,3-dioxo-isoindolin-5-yl]oxymethyl] triazol-1-yl]ethoxy]ethoxy]ethyl]carbamate